C1(CCCCC1)P(C1=C(C=CC=C1N(C)C)C1=CC=CC=C1)C1CCCCC1 2-dicyclohexylphosphino-N,N-dimethylamino-1,1'-biphenyl